N-(1-cyclobutylcyclobutyl)-6-[(2,6-difluoro-4-pyridyl)amino]-3-methoxy-pyridine-2-carboxamide C1(CCC1)C1(CCC1)NC(=O)C1=NC(=CC=C1OC)NC1=CC(=NC(=C1)F)F